N[C@@H]1CN(CC[C@H]1F)C1=NC2=C(N1CC(=O)N(CC(F)(F)F)C)C=C(C=C2)Cl 2-(2-((3R,4R)-3-amino-4-fluoropiperidin-1-yl)-6-chloro-1H-benzo[d]imidazol-1-yl)-N-methyl-N-(2,2,2-trifluoroethyl)acetamide